FC(C(=O)O)(C(C(C(C(C(C(C(C(C(C(C(F)(F)F)(F)F)(F)F)(F)F)(F)F)(F)F)(F)F)(F)F)(F)F)(F)F)(F)F)F perfluorotridecanoic acid